FC1(CCN(CC1)CCN1NC=C2C1=CN(CCO2)C2=C(C=C(C=C2)C2=NC1=CC=C(C=C1C=N2)C(F)(F)F)C)F 1-(2-(4,4-difluoropiperidin-1-yl)ethyl)-7-(2-methyl-4-(6-(trifluoromethyl)-quinazolin-2-yl)phenyl)-6,7-dihydro-1H-pyrazolo[3,4-f][1,4]oxazepine